C(C#C)OC1=NC=C(C=N1)C1=NC=CN=C1OC1=CC=C(C=C1)C(F)(F)F 2-(Prop-2-yn-1-yloxy)-5-(3-(4-(trifluoromethyl)phenoxy)pyrazin-2-yl)pyrimidine